N-(beta-aminoethyl)-aminopropylmethyl-dimethoxysilane NCCNCCC[Si](OC)(OC)C